Cl.Cl.CN1CCN(CC1)C=1N=C2C(=NC1)N(C=C2C2CCNCC2)CO [2-(4-methylpiperazin-1-yl)-7-(4-piperidyl)pyrrolo[2,3-b]pyrazin-5-yl]methanol, dihydrochloride